5-bromovinyl-uracil BrC=CC=1C(NC(NC1)=O)=O